tert-butyl 3-[1-(4-morpholinopyrido[3,2-d]pyrimidin-2-yl)pyrazol-3-yl]piperidine-1-carboxylate O1CCN(CC1)C=1C2=C(N=C(N1)N1N=C(C=C1)C1CN(CCC1)C(=O)OC(C)(C)C)C=CC=N2